C(C=C)(=O)NC=1C(=CC(=C(C1)NC1=CC(=NC=N1)N1OCC[C@@H]1C=1C=C(C(=O)OC(C)C)C=CC1)OC)N1CCN(CC1)C isopropyl (R)-3-(2-(6-((5-acrylamido-2-methoxy-4-(4-methylpiperazin-1-yl)phenyl)-amino)pyrimidin-4-yl)isoxazolidin-3-yl)benzoate